NC1(CCN(CC1)C=1N=CC(=NC1)SC=1C(=C(C(=O)NS(=O)(=O)C)C=CC1)Cl)C 3-((5-(4-amino-4-methylpiperidin-1-yl)pyrazin-2-yl)thio)-2-chloro-N-(methylsulfonyl)benzamide